BrC=1C=C(C=C2C(N(C(=NC12)Cl)C)=O)C 8-bromo-2-chloro-3,6-dimethylquinazolin-4-one